FC1=C(C(=CC=C1)C)N1CCC(CC1)N1C(N(C=2C(C1)=NN(C2)C)[C@@H](C)C2=C(C=CC=C2)C(F)(F)F)=O |o1:24| 6-[1-(2-Fluoro-6-methyl-phenyl)-piperidin-4-yl]-2-methyl-4-[(S)- or (R)-1-(2-trifluoromethyl-phenyl)-ethyl]-2,4,6,7-tetrahydropyrazolo[4,3-d]pyrimidin-5-one